COCC[C@@H](C(=O)O)NC (S)-4-Methoxy-2-(methylamino)butanoic acid